N2-benzyl-N2-ethyl-1,2,3,4-tetrahydronaphthalene-2,6-dimethylamine C(C1=CC=CC=C1)N(CC1CC2=CC=C(C=C2CC1)CN)CC